BrC1=C(C=C(NC2=NN(C=C2C(=O)N)[C@@H]2COCC[C@H]2C#N)C=C1F)CO[Si](C)(C)C(C)(C)C 3-[4-bromo-3-[[tert-butyl(dimethyl)silyl]oxymethyl]-5-fluoro-anilino]-1-(trans-4-cyanotetrahydro-2H-pyran-3-yl)pyrazole-4-carboxamide